tert-butyl (2,3,5,6-tetrafluoro-4-(methylthio)phenethyl)carbamate FC1=C(CCNC(OC(C)(C)C)=O)C(=C(C(=C1F)SC)F)F